6-(1-(fluoromethyl)-1H-pyrazol-4-yl)pyrazolo[1,5-a]pyridine-3-carbonitrile FCN1N=CC(=C1)C=1C=CC=2N(C1)N=CC2C#N